ClC1=C(C#N)C(=CC=N1)NC1=CC=2C3=C(C(N(C2C=C1)C)=O)OCC(C(N3)C)(C)C 2-chloro-4-((2,3,3,7-tetramethyl-6-oxo-1,2,3,4,6,7-hexahydro-[1,4]oxazepino[2,3-c]quinolin-10-yl)amino)nicotinonitrile